3-[3-[[(1R)-1-[2-(3,4-Difluorophenyl)-3,6-dimethyl-4-oxo-chromen-8-yl]ethyl]amino]-6-methyl-2-pyridyl]-4H-1,2,4-oxadiazol-5-one FC=1C=C(C=CC1F)C=1OC2=C(C=C(C=C2C(C1C)=O)C)[C@@H](C)NC=1C(=NC(=CC1)C)C1=NOC(N1)=O